Benzyl (3aR,6aR)-2-oxohexahydro-4H-furo[3,2-b]pyrrole-4-carboxylate O=C1C[C@H]2N(CC[C@H]2O1)C(=O)OCC1=CC=CC=C1